(1S,4r)-4-((2-(((S)-2-fluorobutyl)amino)-5-(6-fluoropyridin-2-yl)pyrimidin-4-yl)amino)cyclohexan-1-ol F[C@H](CNC1=NC=C(C(=N1)NC1CCC(CC1)O)C1=NC(=CC=C1)F)CC